5',6'-dihydrospiro[pyrrolidine-3,4'-pyrrolo[1,2-b]pyrazol] N=1N2C(=CC1)C1(CC2)CNCC1